FC(C)(C)C1=NC=CC(=N1)NC1=CC(=NC=C1C1=NC=NC(=C1)C)NC(C)=O N-(4-((2-(2-fluoropropan-2-yl)pyrimidin-4-yl)amino)-5-(6-methylpyrimidin-4-yl)pyridin-2-yl)acetamide